7-(3,4-dichloro-5-fluoro-1H-indole-2-carbonyl)-2-methylhexahydroimidazo[1,5-a]pyrazin-3(2H)-one ClC1=C(NC2=CC=C(C(=C12)Cl)F)C(=O)N1CC2N(CC1)C(N(C2)C)=O